FC1=C(C=C(C=C1)NS(=O)(=O)CCC)OC1=NC=CC=C1C1=NC(=NC=C1)N[C@@H]1CNCCC1 (S)-N-(4-fluoro-3-((3-(2-(piperidin-3-ylamino)pyrimidin-4-yl)pyridin-2-yl)oxy)phenyl)propane-1-sulfonamide